P(O)(=O)(OP(=O)(O)O)OC[C@@H]1[C@H]([C@H]([C@@H](O1)N1C=NC=2C(=O)NC(N)=NC12)OCO[C@H](C(C)(C)C)C1=C(C=CC=C1)[N+](=O)[O-])O |&1:29| 2'-O-[2,2-dimethyl-(R/S)-1-(2-nitrophenyl)propyloxy]methylguanosine-5'-diphosphate